phenyl (4-(tert-butyl)thiazol-2-yl)carbamate C(C)(C)(C)C=1N=C(SC1)NC(OC1=CC=CC=C1)=O